COC1=C(C=CC=C1)C=1NC(=C(N1)C1=CC=CC=C1)C1=CC=CC=C1 2-o-methoxyphenyl-4,5-diphenylimidazole